ClC=1C(=NC(=NC1)N[C@H]1CN(CCC1)CC(=O)N1CCC(CC1)CN1CCNCC1)C1=CNC2=CC=CC=C12 (R)-2-(3-((5-chloro-4-(1H-indol-3-yl)pyrimidin-2-yl)amino)piperidin-1-yl)-1-(4-(piperazin-1-ylmethyl)piperidin-1-yl)ethan-1-one